N-ethyl-5-nitro-3,4-dihydroquinoline-1(2H)-sulphonamide C(C)NS(=O)(=O)N1CCCC2=C(C=CC=C12)[N+](=O)[O-]